3-cyano-N-(3,3-difluorocyclobutyl)-2-methyl-pyrazolo[1,5-a]pyrimidine-7-carboxamide C(#N)C=1C(=NN2C1N=CC=C2C(=O)NC2CC(C2)(F)F)C